BrC=1C=C2C(=NC1OC)C=NN2COCC[Si](C)(C)C 6-bromo-5-methoxy-1-[[2-(trimethylsilyl)ethoxy]methyl]pyrazolo[4,3-b]pyridine